6-(3-((4-Methyl-4H-1,2,4-triazol-3-yl)methyl)oxetan-3-yl)-2-(3-methyl-5-(1-((S)-3-methylpiperidin-1-yl)ethyl)phenyl)isoindolin-1-one CN1C(=NN=C1)CC1(COC1)C1=CC=C2CN(C(C2=C1)=O)C1=CC(=CC(=C1)C(C)N1C[C@H](CCC1)C)C